ClC1=CC=C(C=C1)CC(=O)NC[C@H]([C@@H](O)[C@H]1[C@@H]([C@H](C[C@@](O1)(C(=O)OC)OCCCCCCOCC#C)O)NC(C)=S)O methyl (2R,4S,5R,6R)-6-((1R,2R)-3-(2-(4-chlorophenyl)acetamido)-1,2-dihydroxypropyl)-5-ethanethioamido-4-hydroxy-2-((6-(prop-2-yn-1-yloxy)hexyl)oxy)tetrahydro-2H-pyran-2-carboxylate